C(C)(C)(C)C1=CC(=NO1)C(=O)NC1CCCCC2=C1C=CC(=C2)C2=C1C(=NC=C2)NC(=N1)C=1C=NN(C1)C(C)C 5-tert-butyl-N-(2-{2-[1-(propan-2-yl)-1H-pyrazol-4-yl]-3H-imidazo[4,5-b]pyridin-7-yl}-6,7,8,9-tetrahydro-5H-benzo[7]annulen-5-yl)-1,2-oxazole-3-carboxamide